FC1(CCC(CC1)[C@H](NC(OCC1=CC=CC=C1)=O)C=1N=C2N(N=CC(=N2)C2(CC(C2)(F)F)N2C(NC(C2)C(F)(F)F)=O)C1)F Benzyl N-[(S)-(4,4-difluorocyclohexyl)(3-{3,3-difluoro-1-[2-oxo-4-(trifluoromethyl)-imidazolidin-1-yl]cyclobutyl}imidazo[1,2-b][1,2,4]triazin-6-yl)methyl]carbamate